5-amino-3-benzylideneindoline-2-one NC=1C=C2C(C(NC2=CC1)=O)=CC1=CC=CC=C1